FC(C=1C=CC(=C(C#N)C1)N1C[C@H](CC1)OC1=NC=C(C=C1)C(F)(F)F)(F)F (S)-5-(trifluoromethyl)-2-(3-(5-(trifluoromethyl)pyridin-2-yloxy)pyrrolidin-1-yl)benzonitrile